C(C)(C)C1=C(C(=CC=C1)C(C)C)N1C(N(CC1)C1=C(C=CC=C1C(C)C)C(C)C)=[Pd] [1,3-bis(2,6-diisopropylphenyl)-4,5-dihydroimidazol-2-ylidene]palladium (II)